N,N-dimethylaniline hydrochloride Cl.CN(C1=CC=CC=C1)C